5-((4-(2-bromophenyl)piperazin-1-yl)methyl)-2-(2,6-dioxopiperidin-3-yl)isoindoline-1,3-dione BrC1=C(C=CC=C1)N1CCN(CC1)CC=1C=C2C(N(C(C2=CC1)=O)C1C(NC(CC1)=O)=O)=O